(S)-quinuclidin-3-yl (5-(2,3-dihydrobenzo[b][1,4]dioxin-6-yl)-2,2-dimethyl-2,3-dihydro-1H-inden-1-yl)carbamat O1C2=C(OCC1)C=C(C=C2)C=2C=C1CC(C(C1=CC2)NC(O[C@@H]2CN1CCC2CC1)=O)(C)C